FC1=CC=C(C=C1)C=1N=C(NC1)C(CCCCCC(=O)C=1OC=CN1)C1N(CC1C(=O)N)C 1-(4-(4-fluorophenyl)-1H-imidazol-2-yl)-7-(oxazol-2-yl)-7-oxoheptyl-1-methylazetidine-3-carboxamide